COC1=C(C=C(C=C1C)C(C)C=1N=C(C2=C(N1)OC(=C2C(=O)N)C)NC2(CC2)C)C [1-(4-methoxy-3,5-dimethylphenyl)ethyl]-6-methyl-4-[(1-methylcyclopropyl)amino]furo[2,3-d]pyrimidine-5-carboxamide